C(=O)O.COC1=C(C=C(C=C1)N(C=1C=C2C(=NC(=NC2=CC1)C)N[C@@H](C)C1=CC(=CC=C1)C(F)(F)F)C)CC(=O)N(C)C (S)-2-(2-methoxy-5-(methyl(2-methyl-4-((1-(3-(trifluoromethyl)phenyl)ethyl)amino)quinazolin-6-yl)amino)phenyl)-N,N-dimethylacetamide formate